CN1N=C(C=C1)C1=CC=C2C(=CNC2=C1)C1=NC(=NC=C1C(F)(F)F)N[C@@H]1CN(CCC1)C(=O)OC(C)(C)C tert-butyl (3S)-3-[[4-[6-(1-methylpyrazol-3-yl)-1H-indol-3-yl]-5-(trifluoromethyl)pyrimidin-2-yl]amino]piperidine-1-carboxylate